2,2-difluoro-N-(4-((2-methoxy-3-(1-methyl-1H-1,2,4-triazol-3-yl)phenyl)amino)-5-propionylpyridin-2-yl)cyclopropane-1-carboxamide FC1(C(C1)C(=O)NC1=NC=C(C(=C1)NC1=C(C(=CC=C1)C1=NN(C=N1)C)OC)C(CC)=O)F